CC1(O[C@H]2[C@@H](O1)C(C[C@@H]2C2CN(CC2)C(=O)OC(C)(C)C)=O)C tert-butyl 3-[(3aR,4R,6aR)-2,2-dimethyl-6-oxo-tetrahydrocyclopenta[d][1,3]dioxol-4-yl]pyrrolidine-1-carboxylate